Barium lead [Pb].[Ba]